(R)-tert-butyl (1-(2-(6-(2,6-dichloro-3,5-dimethoxyphenyl)-2-(methylamino)-7-oxopyrido[2,3-d]pyrimidin-8(7H)-yl)ethyl)piperidin-3-yl)carbamate ClC1=C(C(=C(C=C1OC)OC)Cl)C1=CC2=C(N=C(N=C2)NC)N(C1=O)CCN1C[C@@H](CCC1)NC(OC(C)(C)C)=O